FC=1C=[N+](C=C(C1)CN1N=C(C=CC1=O)C=1C=NC(=NC1)OCC(F)(F)F)[O-] 3-fluoro-5-((6-oxo-3-(2-(2,2,2-trifluoroethoxy)pyrimidin-5-yl)pyridazin-1(6H)-yl)methyl)pyridine 1-oxide